C(C)(=O)O\C=C/CCCCCCCCCC (Z)-1-O-Dodecenyl acetate